ClC1=CC=C(C=C1)C1=NN(C(C(=C1)C(=O)O)=O)C1=CN=NC=C1 (4-chlorophenyl)-6-oxo-6H-1,4'-bipyridazine-5-carboxylic acid